(cis)-benzyl 3,3-difluoro-5-oxohexahydrocyclopenta-[b]pyrrole-1(2H)-carboxylate FC1([C@H]2[C@@H](N(C1)C(=O)OCC1=CC=CC=C1)CC(C2)=O)F